BrC1=C(C(=CC=2ONOC21)[N+](=O)[O-])F 4-bromo-5-fluoro-6-nitrobenzo[d][1,3]dioxazole